N1=CC(=CC=C1)CNC1=CC=C2C(NC(=NC2=C1)CSC1CCOCC1)=O 7-((Pyridin-3-ylmethyl)amino)-2-(((tetrahydro-2H-pyran-4-yl)thio)methyl)quinazolin-4(3H)-one